ClC1=CC=C2C(=C1)N(C[C@@]21[C@@H](N[C@H]([C@@H]1C1=C(C(=CC=C1)Cl)F)C(=O)NC1=C(C=C(C(=O)O)C=C1)OC)CC(C)(C)C)CC1=CC=C(C=C1)O 4-((2'S,3S,4'S,5'R)-6-chloro-4'-(3-chloro-2-fluorophenyl)-1-(4-hydroxybenzyl)-2'-neopentyl-spiro[indoline-3,3'-pyrrolidine]-5'-carboxamido)-3-methoxybenzoic acid